pentamethylcyclopentadienyl-bis(carbonyl)cobalt CC1=C(C(=C(C1([Co](=C=O)=C=O)C)C)C)C